(2-fluoro-6-[1,2,3]triazol-2-yl-phenyl)-methanone FC1=C(C(=CC=C1)N1N=CC=N1)C=O